FC(S(=O)(=O)C1=CC=C(C=C1)S(=O)(=O)Cl)F 4-((difluoromethyl)sulfonyl)benzenesulfonyl chloride